CO[C@H]1CNC[C@H]1C (3R,4R)-3-methoxy-4-methyl-pyrrolidin